benzyl (6-(1-((tert-butyldimethylsilyl)oxy)-3-methoxypropyl)pyridin-3-yl)carbamate [Si](C)(C)(C(C)(C)C)OC(CCOC)C1=CC=C(C=N1)NC(OCC1=CC=CC=C1)=O